C(C)N(C1=NC(=CC=C1[N+](=O)[O-])Cl)CCO N-ethyl-N-(2-hydroxyethyl)-6-chloro-3-nitropyridin-2-amine